(R)-6-(tert-butyl)-10-((5-carboxypentyl)oxy)-2-oxo-6,7-dihydro-2H-pyrido[2',1':3,4]pyrazino[1,2-B]indazole-3-carboxylic acid C(C)(C)(C)[C@H]1N2C(C=3N(N=C4C(=CC=CC34)OCCCCCC(=O)O)C1)=CC(C(=C2)C(=O)O)=O